TrinitrobenzeneSulfonic Acid C1=C(C=C(C(=C1[N+](=O)[O-])S(=O)(=O)O)[N+](=O)[O-])[N+](=O)[O-]